3,5-diamino-4-(β-hydroxyethyl)aminomethylpyrazole tert-butyl-4-(6-(((tert-butyldimethylsilyl)oxy)methyl)pyrimidine-4-carbonyl)-3,3-dimethylpiperazine-1-carboxylate C(C)(C)(C)OC(=O)N1CC(N(CC1)C(=O)C1=NC=NC(=C1)CO[Si](C)(C)C(C)(C)C)(C)C.NC1=NNC(=C1CNCCO)N